FC1=C(C=CC(=C1)F)C1=CC(=C(C=C1)OC)NC1=NC=NC2=CC(=C(C=C12)OC1CC(N(CC1)C(C=C)=O)C(F)(F)F)OC 1-(4-((4-((2',4'-difluoro-4-methoxy-[1,1'-biphenyl]-3-yl)amino)-7-methoxyquinazolin-6-yl)oxy)-2-(trifluoromethyl)piperidin-1-yl)prop-2-en-1-one